2-Hydrazino-4,6-dimethylpyrimidine N(N)C1=NC(=CC(=N1)C)C